Dicyclopentenyl methacrylate CC(=C)C(=O)OC1CC2CC1C3C2C=CC3.CC(=C)C(=O)OC1CC2CC1C3C2CC=C3